CC1(C(C2(C(C(C3=CC=CC=C23)(C)C)(P(=O)(C2=CC=CC=C2)C2=CC=CC=C2)P(=O)(C2=CC=CC=C2)C2=CC=CC=C2)C2=CC=CC=C12)(C)C)C hexamethylbis(diphenylphosphinyl)spirobiindane